C1(=CC=CC=C1)C=O benzene-formaldehyde